ClC=1C=C2C3=C(NC2=CC1)[C@@H](N(CC3)C3=NC=CC(=N3)CC)C[C@H]3COCCC3 (1S)-6-chloro-2-(4-ethylpyrimidin-2-yl)-1-{[(3S)-oxan-3-yl]methyl}-2,3,4,9-tetrahydro-1H-pyrido[3,4-b]indole